2-benzyl-3-(4-methoxybenzyl)-2,3-dihydro-4H-benzo[e][1,3]oxazin-4-one C(C1=CC=CC=C1)C1OC2=C(C(N1CC1=CC=C(C=C1)OC)=O)C=CC=C2